ClC1=C2C(N(C=NC2=CC=C1)C1CC(C1)(CO)O)=O 5-chloro-3-(3-hydroxy-3-(hydroxymethyl)cyclobutyl)quinazolin-4(3H)-one